tert-butyl N-[trans-4-[[3-[N'-(2-chloro-5-fluoro-phenyl)carbamimidoyl]-6-(3-methoxy-4-pyridyl)pyrrolo[1,2-b]pyridazin-4-yl]amino]cyclohexyl]carbamate ClC1=C(C=C(C=C1)F)N=C(N)C1=C(C=2N(N=C1)C=C(C2)C2=C(C=NC=C2)OC)N[C@@H]2CC[C@H](CC2)NC(OC(C)(C)C)=O